3-(4-cyano-2-methylphenoxy)-5-methyl-6-(trifluoromethyl)pyridazin-4-carboxamide C(#N)C1=CC(=C(OC=2N=NC(=C(C2C(=O)N)C)C(F)(F)F)C=C1)C